17-oxaheptadecanone CC(CCCCCCCCCCCCCCO)=O